BrC1=C2C(N(C(C2=CC=C1CN1CCN(CC1)C1CCN(CC1)C1=CC=C(C(=O)NC2=CC(=C(C=C2)C)NC2=NC=CC(=N2)C=2C=NC=CC2)C=C1)=O)C1C(NC(CC1)=O)=O)=O 4-(4-(4-((4-bromo-2-(2,6-dioxopiperidin-3-yl)-1,3-dioxoisoindolin-5-yl)methyl)piperazin-1-yl)piperidin-1-yl)-N-(4-methyl-3-((4-(pyridin-3-yl)pyrimidin-2-yl)amino)phenyl)benzamide